tert-butyl (5-(5-hydroxypentyl)-2-methoxy-4-(4-methylpiperazin-1-yl)phenyl)carbamate OCCCCCC=1C(=CC(=C(C1)NC(OC(C)(C)C)=O)OC)N1CCN(CC1)C